2-(5-bromo-1H-pyrrolo[2,3-c]pyridin-1-yl)-N,N-dimethylethane-1-amine BrC=1C=C2C(=CN1)N(C=C2)CCN(C)C